9-chloro-5-(2,6-difluorophenyl)-1-((2-(trimethylsilyl)ethoxy)methyl)-1,6-dihydropyrazolo[4,3-d]pyrido[4,3-f][1,3]diazepine ClC1=CC=2C3=C(N=C(NC2C=N1)C1=C(C=CC=C1F)F)C=NN3COCC[Si](C)(C)C